N(=C=O)C12CC3CC(CC(C1)(C3)N=C=O)C2 5,7-diisocyanatoadamantane